(R)-tert-Butyl 1-(5-amino-2-methylbenzo[d]thiazol-4-yl)pyrrolidin-3-ylcarbamate NC=1C=CC2=C(N=C(S2)C)C1N1C[C@@H](CC1)NC(OC(C)(C)C)=O